2-(6-Methoxynaphthalen-2-yl)propionic acid COC=1C=C2C=CC(=CC2=CC1)C(C(=O)O)C